(4-cyclopropyl-2-(pyridin-2-yl)oxazol-5-yl)methanone C1(CC1)C=1N=C(OC1C=O)C1=NC=CC=C1